ClC=1C=C(C=CC1F)NC(N(C(C)C1=CN(C(C2=CC=CC=C12)=O)CC)C)=O 3-(3-chloro-4-fluorophenyl)-1-methyl-1-(1-(2-ethyl-1-oxo-1,2-dihydroisoquinolin-4-yl)ethyl)urea